O=C1NC(CC[C@@H]1C1=CC(=C(C=C1)N1CCC(CC1)CN(C1CC(C1)NC(OC(C)(C)C)=O)C)F)=O tert-butyl ((1r,3r)-3-(((1-(4-(2,6-dioxopiperidin-3-yl)-2-fluorophenyl)piperidin-4-yl)methyl)(methyl)amino)cyclobutyl)carbamate